N-{4-[2-(2-chloro-4-nitrophenyl)acetylamino]pyridin-2-yl}-N-(3,4-difluorophenyl)acetamide ClC1=C(C=CC(=C1)[N+](=O)[O-])CC(=O)NC1=CC(=NC=C1)N(C(C)=O)C1=CC(=C(C=C1)F)F